2-AMINO-3-[METHYLTHIO]BUTYRIC ACID NC(C(=O)O)C(C)SC